The molecule is a zwitterion that is derived from 3,4-bis(7-chloroindol-3-yl)-2,5-diiminohexanedioic acid by deprotonation of both carboxylic acid groups and protonation of both amino groups; major species at pH 7.3. It is a tautomer of a 3,4-bis(7-chloroindol-3-yl)-2,5-diiminohexanedioic acid. C1=CC2=C(C(=C1)Cl)NC=C2C(C(C3=CNC4=C3C=CC=C4Cl)C(=N)C(=O)O)C(=N)C(=O)O